5,15-bis(4-pyridyl)-10,20-dicarboxyphenylporphyrin N1=CC=C(C=C1)C=1C=CC=C(C1)C1=C2NC(=C1)C=C1C=CC(=N1)C(=C1C=CC(N1)=C(C=1C=CC(N1)=C2C(=O)O)C2=CC=NC=C2)C(=O)O